N=1ON=C2C1C=CC(=C2)B(O)O 2,1,3-benzoxadiazol-5-ylboronic acid